1-(4-(1-cyanoethyl)benzyl)-1H-pyrazole-4-carboxamide C(#N)C(C)C1=CC=C(CN2N=CC(=C2)C(=O)N)C=C1